ClC1=CC2=C(NC(=N2)S(=O)(=O)CC(=O)N(C(C)C)C(C)C)C=C1Cl 2-[(5,6-dichloro-1H-1,3-benzodiazol-2-yl)sulfonyl]-N,N-bis(propan-2-yl)acetamide